C(C1=CC=CC=C1)OC(=O)N1CCC(CC1)C1=CC=C(C=C1)N1CCC(CC1)C1OCCO1.CN1N=C(N=C1)C=1C(=C(C=CC1)NC1=C(N=NC=C1)C(=O)N)SC 4-((3-(1-methyl-1H-1,2,4-triazol-3-yl)-2-(methylsulfanyl)phenyl)amino)pyridazine-3-carboxamide Benzyl-4-{4-[4-(1,3-dioxolan-2-yl)piperidin-1-yl]phenyl}piperidine-1-carboxylate